3-fluoro-N-{4-[5-(trifluoromethyl)-1,2,4-oxadiazol-3-yl]benzyl}aniline FC=1C=C(NCC2=CC=C(C=C2)C2=NOC(=N2)C(F)(F)F)C=CC1